(R)-3-(1-Amino-8-azaspiro[4.5]decan-8-yl)-6-((2,3-dichlorophenyl)thio)pyrazin-2(1H)-on N[C@@H]1CCCC12CCN(CC2)C=2C(NC(=CN2)SC2=C(C(=CC=C2)Cl)Cl)=O